CC=1OC(=CC1C(=O)NC1=NC(=NS1)CC(=C(F)F)C)C1=CC(=CC=C1)OC 2-Methyl-5-(3-methoxyphenyl)-N-(3-(3,3-difluoro-2-methylallyl)-1,2,4-thiadiazole-5-yl)furan-3-carboxamide